ClC=1C=C(C=CC1C(F)(F)F)NC(=O)NC1=C(C(=C(C=C1)F)C(=O)C=1C=C2N=C(C=NC2=CC1)C#N)F 1-(3-chloro-4-(trifluoromethyl)phenyl)-3-(3-(3-cyanoquinoxaline-6-carbonyl)-2,4-difluorophenyl)urea